8-(3-hydroxy-2,2-dimethyl-propyl)-2-methanesulfonyl-8H-pyrido[2,3-d]pyrimidin-7-one OCC(CN1C(C=CC2=C1N=C(N=C2)S(=O)(=O)C)=O)(C)C